C(CCC)C1=NC2(C(N1CC1=CC(=C(C=C1)C=1C(=CC=CC1)S(=O)(=O)NC1=NOC(=C1C)C)COC1CC1)=O)CCCC2 4'-((2-Butyl-4-oxo-1,3-diazaspiro[4.4]non-1-en-3-yl)methyl)-2'-(cyclopropoxymethyl)-N-(4,5-Dimethylisoxazol-3-yl)-[1,1'-biphenyl]-2-sulfonamide